NC1=CC(=CC(=N1)NCC1CCC(CC1)O)CN1C[C@@H](O[C@@H](C1)C)C (1R,4R)-4-(((6-amino-4-(((2S,6R)-2,6-dimethylmorpholino)methyl)pyridin-2-yl)amino)methyl)cycloHexan-1-ol